tert-butyl 3-(3-fluoropyridin-2-yl)azetidine-1-carboxylate FC=1C(=NC=CC1)C1CN(C1)C(=O)OC(C)(C)C